2-(4-chlorobenzyl)-4-(1-naphthyl)imidazole ClC1=CC=C(CC=2NC=C(N2)C2=CC=CC3=CC=CC=C23)C=C1